NC(CNC1=NC(=C2C(=N1)N(N=C2)C)NCC2=CC=C(C=C2)OC)(C)C N6-(2-amino-2-methylpropyl)-N4-[(4-methoxyphenyl)methyl]-1-methyl-1H-pyrazolo[3,4-d]pyrimidine-4,6-diamine